tert-Butyl 4-(4-bromo-1H-pyrazol-1-yl)piperidine-1-carboxylate BrC=1C=NN(C1)C1CCN(CC1)C(=O)OC(C)(C)C